2-(3-bromopyrazolo[1,5-a]pyridin-2-yl)-3-methyl-6-(trifluoromethyl)-imidazo[4,5-c]pyridine BrC=1C(=NN2C1C=CC=C2)C2=NC1=C(C=NC(=C1)C(F)(F)F)N2C